N-(4-(2-(2-(But-2-ynamido)phenyl)-3H-imidazo[4,5-b]pyridin-7-yl)-2-fluorobenzyl)-3-(tert-butyl)-1,2,4-oxadiazole-5-carboxamide C(C#CC)(=O)NC1=C(C=CC=C1)C1=NC=2C(=NC=CC2C2=CC(=C(CNC(=O)C3=NC(=NO3)C(C)(C)C)C=C2)F)N1